C[C@H](CCCC(C)C(O)O)[C@H]1CC[C@@H]2[C@@]1(CC[C@H]3[C@H]2CC=C4[C@@]3(CC[C@@H](C4)O)C)C dihydroxycholesterol